ClC1=C(C=C(C=C1)C1=CC=NC=2N1N=C(C2C2=NN1C(N(C(=CC1=N2)C(F)(F)F)C)=O)S(=O)(=O)CC)F 2-(7-(4-chloro-3-fluorophenyl)-2-(ethylsulfonyl)pyrazolo[1,5-a]pyrimidin-3-yl)-6-methyl-7-(trifluoromethyl)-[1,2,4]triazolo[1,5-c]pyrimidin-5(6H)-one